Methyl (S)-3-(2'-(allylcarbamoyl)-6'-methyl-[1,1'-biphenyl]-3-yl)-3-((S)-2-((tert-butoxycarbonyl)amino)pent-4-enamido)propanoate C(C=C)NC(=O)C1=C(C(=CC=C1)C)C1=CC(=CC=C1)[C@H](CC(=O)OC)NC([C@H](CC=C)NC(=O)OC(C)(C)C)=O